N2,N6-diphenylbenzene-2,6-diamine C1(=CC=CC=C1)NC1=CC(=CC=C1)NC1=CC=CC=C1